C1(CCCCC1)NC1CCCCC1.C(C1=CC=CC=C1)OC(=O)N[C@H](C(=O)O)[C@@H](C)OC(C)C (2S,3R)-2-(benzyloxycarbonylamino)-3-isopropoxy-butyric acid dicyclohexylamine salt